2-(2-(2-(2,6-dioxopiperidin-3-yl)-1-oxoisoindolin-5-yl)pyridin-4-yl)acetonitrile O=C1NC(CCC1N1C(C2=CC=C(C=C2C1)C1=NC=CC(=C1)CC#N)=O)=O